C(C)(C)(C)OC(=O)N[C@H](C(=O)OC)CC1=CC(=CC(=C1)C=1C=C2C(=C(N(C2=CC1)CC)C=1C(=NC=CC1)[C@H](C)OC)CC(CO)(C)C)C(F)F methyl (S)-2-((tert-butoxycarbonyl)amino)-3-(3-(difluoromethyl)-5-(1-ethyl-3-(3-hydroxy-2,2-dimethylpropyl)-2-(2-((S)-1-methoxyethyl)pyridin-3-yl)-1H-indol-5-yl)phenyl)propanoate